tert-butyl 3-(3,5-di-tert-butylphenyl)-1H-indole-1-carboxylate C(C)(C)(C)C=1C=C(C=C(C1)C(C)(C)C)C1=CN(C2=CC=CC=C12)C(=O)OC(C)(C)C